NC1=NC=C(C2=C1C(=NN2CC[C@@H](C)NC(OC(C)(C)C)=O)Br)I tert-Butyl N-[(1R)-3-(4-amino-3-bromo-7-iodo-pyrazolo[4,3-c]pyridin-1-yl)-1-methyl-propyl]-carbamate